C1(CC1)N1C=C(C(C2=CC=C(C=C12)C1NCCOC1)=O)CN(CC1=CC(=NC=C1)C)[C@@H]1CN(CCC1)C=1C=NC(=CC1)C 1-cyclopropyl-3-({[(3S)-1-(6-methylpyridin-3-yl)piperidin-3-yl][(2-methylpyridin-4-yl)methyl]amino}methyl)-7-(morpholin-3-yl)-1,4-dihydroquinolin-4-one